1-iodo-1-propanol IC(CC)O